(R)-5-(5-amino-6-(3-(4-((methylamino)methyl)phenyl)isoxazol-5-yl)pyrazin-2-yl)-3-fluoro-2,2-dimethyl-2,3-dihydrobenzo[b]thiophene 1,1-dioxide NC=1N=CC(=NC1C1=CC(=NO1)C1=CC=C(C=C1)CNC)C1=CC2=C(S(C([C@@H]2F)(C)C)(=O)=O)C=C1